3,3,3-trifluoro-N-(2-fluoro-4-(2-(((1r,4r)-4-((2-fluoroethyl)(meth-yl)amino)cyclohexyl)-amino)-8-isopropyl-7-oxo-7,8-dihydropteridin-6-yl)phenyl)-propane-1-sulfonamide FC(CCS(=O)(=O)NC1=C(C=C(C=C1)C1=NC=2C=NC(=NC2N(C1=O)C(C)C)NC1CCC(CC1)N(C)CCF)F)(F)F